3-((tert-butyldimethylsilyl)oxy)-N-methyl-1-propylamine [Si](C)(C)(C(C)(C)C)OCCCNC